butyl 2-(4-aminoquinazolin-8-yl)acetate NC1=NC=NC2=C(C=CC=C12)CC(=O)OCCCC